2,3-dicarboxypropyl-diphenylphosphine oxide C(=O)(O)C(CP(C1=CC=CC=C1)(C1=CC=CC=C1)=O)CC(=O)O